1-(4-Hydroxyphenyl)-3-(3-nitrophenyl)prop-2-en-1-one OC1=CC=C(C=C1)C(C=CC1=CC(=CC=C1)[N+](=O)[O-])=O